Cl.Cl.CC1=CC2=C(C(=N1)N)CC[C@H]2N (5R)-3-methyl-5H,6H,7H-cyclopenta[c]pyridine-1,5-diamine dihydrochloride